Ethyl 8-(2-azidoethyl)-4,4-dimethyl-3,4-dihydro-1H-2-benzopyran-1-carboxylate N(=[N+]=[N-])CCC1=CC=CC=2C(COC(C21)C(=O)OCC)(C)C